Methyl (S)-3-(2'-(allyloxy)-6'-methyl-[1,1'-biphenyl]-3-yl)-3-((R)-2-((methylsulfonyl)oxy)pent-4-enamido)propanoate C(C=C)OC1=C(C(=CC=C1)C)C1=CC(=CC=C1)[C@H](CC(=O)OC)NC([C@@H](CC=C)OS(=O)(=O)C)=O